2,4-dimethoxy-8-methyl-quinazoline tert-butyl-(R)-(1-((tert-butyldimethylsilyl)oxy)-3-hydroxypropan-2-yl)carbamate C(C)(C)(C)N(C(O)=O)[C@@H](CO[Si](C)(C)C(C)(C)C)CO.COC1=NC2=C(C=CC=C2C(=N1)OC)C